ClC=1C(=NC(=C(N1)C1=C(C=CC=C1)F)Cl)C(=O)N 3,6-dichloro-5-(2-fluorophenyl)pyrazine-2-carboxamide